β-D-xylofuranose tetraacetate C(C)(=O)O[C@H]1[C@H](OC(C)=O)[C@@H](OC(C)=O)[C@H](O1)COC(C)=O